COC(=O)[C@H]1N(C[C@@H](C1)NC(=O)OC(C)(C)C)C(C1=C(C=C(C(=C1)OC)OCC1=CC=CC=C1)[N+](=O)[O-])=O (2S,4R)-1-(4-(benzyloxy)-5-methoxy-2-nitrobenzoyl)-4-((tert-butoxycarbonyl)amino)pyrrolidine-2-carboxylic acid methyl ester